N-[6-(2,8-dimethylimidazo[1,2-b]pyridazin-6-yl)-8-fluoro-[1,2,4]triazolo[1,5-a]pyridin-2-yl]-1-isopropyl-azetidine-3-carboxamide CC=1N=C2N(N=C(C=C2C)C=2C=C(C=3N(C2)N=C(N3)NC(=O)C3CN(C3)C(C)C)F)C1